9,10-dihydro-6H-benzo[3,4]phenanthroline N1=CC=CC=2CCC3=CC=4C(N=C3C12)=CCCC4